C1(CC1)COC[C@H]1CN(CCC1)C1CCN(CC1)C(=O)OCC1=CC=CC=C1 |r| rac-Benzyl 3-[(cyclopropylmethoxy)methyl][1,4'-bipiperidine]-1'-carboxylate